methyl 2,6-di-tert-butyl-9-fluorenylcarbamate C(C)(C)(C)C1=CC=2C(C3=CC=C(C=C3C2C=C1)C(C)(C)C)NC(OC)=O